2-methylbutyric acid-d CC(C(=O)O[2H])CC